ClC=1C(=NC(=NC1)NC1=C(C=C(C(=C1)C)C=1C[C@@H](N[C@H](C1)C)C)OC(C)C)NC1=C(C=CC=C1)S(=O)(=O)C(C)C 5-chloro-N2-(4-((2S,6S)-2,6-dimethyl-1,2,3,6-tetrahydropyridin-4-yl)-2-isopropoxy-5-methyl-phenyl)-N4-(2-(isopropylsulfonyl)phenyl)pyrimidine-2,4-diamine